ferrocene, yttrium salt [Y].[CH-]1C=CC=C1.[CH-]1C=CC=C1.[Fe+2]